3-(methyl-sulfonyl)-aniline CS(=O)(=O)C=1C=C(N)C=CC1